C(C)OC(=O)C1=C(N(C=C1C)C([2H])([2H])[2H])C 2,4-dimethyl-1-(methyl-d3)-1H-pyrrole-3-carboxylic acid ethyl ester